17β-hydroxy-17α-methylestra-4,9-dien-3-one O[C@@]1([C@]2(C)[C@@H](CC1)[C@@H]1CCC3=CC(CCC3=C1CC2)=O)C